benzylchlorofluoropyridine C(C1=CC=CC=C1)C1=C(C(=NC=C1)F)Cl